(S)-8-(Cyclopropylmethyl)-N-(1-(5-(7-methoxy-1-methyl-2-oxo-1,2-dihydrochinolin-6-yl)-1H-imidazol-2-yl)-7-oxononyl)-1-oxa-2,8-diazaspiro[4.5]dec-2-en-3-carboxamid C1(CC1)CN1CCC2(CC(=NO2)C(=O)N[C@@H](CCCCCC(CC)=O)C=2NC(=CN2)C=2C=C3C=CC(N(C3=CC2OC)C)=O)CC1